tert-butyl 5-chloro-8-((5-(difluoromethyl)-1-methyl-1H-1,2,3-triazol-4-yl) methoxy)-7-fluoro-1-((6-oxo-5-azaspiro[2.4]hept-5-yl) methyl)-3,4-dihydroisoquinoline-2(1H)-carboxylate ClC1=C2CCN(C(C2=C(C(=C1)F)OCC=1N=NN(C1C(F)F)C)CN1CC2(CC2)CC1=O)C(=O)OC(C)(C)C